OC(=O)C(O)C(O)C(=O)O.C(=O)(O)C(O)C(O)C(=O)O Hydrogen tartrate (bitartrate)